C(C)(C)C1=C(NC2=CC=C(C=C12)C1CCN(CC1)C(C(C#N)(C)C)=O)C1=CC(=NC=C1)C 3-(4-(3-isopropyl-2-(2-methylpyridin-4-yl)-1H-indol-5-yl)piperidin-1-yl)-2,2-dimethyl-3-oxopropanenitrile